C12N(CC(CC1)CC2)CC(=O)NC=2C=C(C(=NC2)C)NC(=O)C=2C=C1C(=NC2)NC(=C1)C=1C(=NN(C1)C)OC N-(5-(2-(2-azabicyclo[2.2.2]octan-2-yl)acetamido)-2-methylpyridin-3-yl)-2-(3-methoxy-1-methyl-1H-pyrazol-4-yl)-1H-pyrrolo[2,3-b]pyridine-5-carboxamide